(4-(4-(benzo[d]thiazol-5-ylamino)quinolin-6-yl)-3-fluorophenyl)(2,6-diazaspiro[3.3]heptan-2-yl)methanone S1C=NC2=C1C=CC(=C2)NC2=CC=NC1=CC=C(C=C21)C2=C(C=C(C=C2)C(=O)N2CC1(C2)CNC1)F